2-(4-chlorophenyl)-N-methylethan-1-amine hydrochloride Cl.ClC1=CC=C(C=C1)CCNC